(S)-4-((2-acetamidoethyl)(4-(5,6,7,8-tetrahydro-1,8-naphthyridin-2-yl)butyl)amino)-2-((6-phenylpyrimidin-4-yl)amino)butanoic acid C(C)(=O)NCCN(CC[C@@H](C(=O)O)NC1=NC=NC(=C1)C1=CC=CC=C1)CCCCC1=NC=2NCCCC2C=C1